2-(4,6-dimethylpyrazolo[1,5-a]pyrazin-2-yl)-6-(morpholin-4-yl)quinazolin-4(3H)-one CC=1C=2N(C=C(N1)C)N=C(C2)C2=NC1=CC=C(C=C1C(N2)=O)N2CCOCC2